C(C)(=O)C=1C=C(C=CC1)C1=CC=CC=C1 3'-Acetylbiphenyl